carbonic acid ethyl 2,3,6-trimethylcyclohexyl ester CC1C(C(CCC1C)C)OC(OCC)=O